N1(CCNCC1)C1=CC=C(C=C1)C1=C2C(=NC=C1)NC=C2 4-(4-(piperazin-1-yl)phenyl)-1H-pyrrolo[2,3-b]pyridine